perfluorophenyl pent-4-ynoate C(CCC#C)(=O)OC1=C(C(=C(C(=C1F)F)F)F)F